N(=[N+]=[N-])CCOCC(=O)Cl 2-(2-azidoethoxy)acetyl chloride